4-chloro-N-(5-((3-fluorophenyl)ethynyl)-3-methylpyridin-2-yl)-1-((1-isobutyrylpiperidin-4-yl)methyl)-1H-pyrazole-5-carboxamide ClC=1C=NN(C1C(=O)NC1=NC=C(C=C1C)C#CC1=CC(=CC=C1)F)CC1CCN(CC1)C(C(C)C)=O